ClC1=CC=C2C(=CNC2=C1F)\C=C\1/NC(N(C1=O)CC1=CC(=C(C#N)C=C1)F)=O (Z)-4-((4-((6-chloro-7-fluoro-1H-indol-3-yl)methylene)-2,5-dioxo-imidazol-1-yl)methyl)-2-fluorobenzonitrile